(S)-3-fluoro-5,8,8-trimethyl-5-(3-(methylsulfonyl)phenyl)-7,8,9,10-tetrahydropyrido[2,3-b][1,6]naphthyridin-6(5H)-one FC1=CC2=C(NC=3CC(NC(C3[C@]2(C2=CC(=CC=C2)S(=O)(=O)C)C)=O)(C)C)N=C1